guaiacol nitrogen [N].C=1(C(O)=CC=CC1)OC